6-bromo-7-fluoro-1,2,3,4-tetrahydroquinolin-3-ol BrC=1C=C2CC(CNC2=CC1F)O